ethane-1,2-diylbis(dithiocarbamic acid) zinc [Zn].C(CNC(S)=S)NC(S)=S